2-((2-chlorobenzyl)thio)-6-oxo-4-(2,3,4-trimethoxyphenyl)-1,6-dihydropyrimidine-5-carbonitrile ClC1=C(CSC=2NC(C(=C(N2)C2=C(C(=C(C=C2)OC)OC)OC)C#N)=O)C=CC=C1